C(C)(=O)OC[C@@H]([C@H](CC)C(=O)N1C(=NCC1)NC1=C(C2=C(NC=N2)C=C1)Br)CC1=CN=CN1C (2R,3S)-3-(2-((4-bromo-1H-benzo[d]imidazol-5-yl)amino)-4,5-dihydro-1H-imidazole-1-carbonyl)-2-((1-methyl-1H-imidazol-5-yl)methyl)pentyl acetate